N(=[N+]=[N-])C1C(N(C=2N(CC1)N=CC2C)C)=O 6-azido-3,4-dimethyl-7,8-dihydro-4H-pyrazolo[1,5-a][1,3]diazepin-5(6H)-one